(5-((2,6-dioxopiperidin-3-yl)carbamoyl)-2,3-dihydrobenzofuran-7-yl)methyl (2-fluoro-5-(trifluoromethoxy)phenyl)carbamate FC1=C(C=C(C=C1)OC(F)(F)F)NC(OCC1=CC(=CC=2CCOC21)C(NC2C(NC(CC2)=O)=O)=O)=O